CC1(CC1)C(=O)NCC=1NC2=CC(=C(C=C2C1)CC(F)(F)F)OCC=1N=CSC1 1-methyl-N-[[6-(thiazol-4-ylmethoxy)-5-(2,2,2-trifluoroethyl)-1H-indol-2-yl]methyl]cyclopropanecarboxamide